C1(CC1)[C@H](CO)NC1=NC(=NC=C1C(=O)N)NCCCC(C)(C)F 4-{[(1R)-1-Cyclopropyl-2-hydroxyethyl]amino}-2-[(4-fluoro-4-methylpentyl)amino]pyrimidine-5-carboxamide